C[S+](C)C.CC1=CC=C(C=C1)S(=O)(=O)[O-] p-toluenesulfonic acid, trimethylsulfonium salt